C1(CC1)C1=C(CNC(OC(C)(C)C)=O)C=CC(=C1F)C1=NC=NC(=N1)NC1=NN(C=C1)C tert-butyl (2-cyclopropyl-3-fluoro-4-(4-((1-methyl-1H-pyrazol-3-yl)amino)-1,3,5-triazin-2-yl)benzyl)carbamate